2-chloro-N-prop-2-ynyl-5-[(2S)-2-(trifluoromethylsulfonylamino)propoxy]pyridine-3-carboxamide ClC1=NC=C(C=C1C(=O)NCC#C)OC[C@H](C)NS(=O)(=O)C(F)(F)F